N-(5-iodoquinolin-8-yl)-2-methylpent-4-enamide IC1=C2C=CC=NC2=C(C=C1)NC(C(CC=C)C)=O